ClC=1C=C(C(=O)OC)C=C(N1)N1CCS(CC1)(=O)=O methyl 2-chloro-6-(1,1-dioxidothiomorpholino)isonicotinate